N1N=NC(=C1)CNC(=O)[C@H]1N2C3=C(C=CC=C3C1)CC[C@@H](C2=O)N(C(CCC2=CC=C(C=C2)F)=O)NC(CC2=CC=CC=C2)=O (2S,5S)-5-[(S)-3-(4-Fluoro-phenyl)-2-phenylacetylamino-propionylamino]-4-oxo-1,2,4,5,6,7-hexahydro-azepino[3,2,1-hi]indole-2-carboxylic acid (1H-[1,2,3]triazol-4-ylmethyl)-amide